C(#N)C1=CC(=C(COC2=CC=CC(=N2)C2(CN(CC2)CC2=NC3=C(N2C[C@H]2OCC2)C=C(C=C3)C(=O)O)C)C=C1)F 2-(((4R)-3-(6-((4-cyano-2-fluorobenzyl)oxy)pyridin-2-yl)-3-methylpyrrolidin-1-yl)methyl)-1-((S)-oxetan-2-ylmethyl)-1H-benzo[d]imidazole-6-carboxylic acid